CC1=C2C(=C3N=C4C=CC=CC4=NC3=C1C)C=CC=C2 5,6-dimethylbenzo[a]phenazine